ethyl 5-(3-amino-4-methylphenyl)-1,2,4-thiadiazole-3-carboxylate NC=1C=C(C=CC1C)C1=NC(=NS1)C(=O)OCC